P(=O)(OCCCN(CCCCCCCCCCC)CCCCCCCCCCC)(OCCCCCCC)[O-] 3-(diundecylamino)propyl heptyl phosphate